1-[2-(difluoromethoxy)-4-(trifluoromethyl)phenyl]-3H-pyrrolo[1,2-d][1,2,4]triazine-4-thione FC(OC1=C(C=CC(=C1)C(F)(F)F)C=1C=2N(C(NN1)=S)C=CC2)F